rel-N-(6-Amino-5-ethyl-3-pyridyl)-2-[(2S,5R)-2-(6-amino-3-pyridyl)-5-methyl-1-piperidyl]-2-oxo-acetamide NC1=C(C=C(C=N1)NC(C(=O)N1[C@@H](CC[C@H](C1)C)C=1C=NC(=CC1)N)=O)CC |o1:12,15|